CC1(CC=2C(CCCC2CC1C)(C)C)C(C)=O 1-(2,3,8,8-Tetramethyl-1,3,4,5,6,7-hexahydronaphthalen-2-yl)ethanone